CC1COC2(C3=CC=CC=C3SC=3C(=C(C=CC23)O)O)OCC1 5-methylspiro[1,3-dioxepane-2,9'-thioxanthene]-3',4'-diol